2-amino-6-borono-2-((4-methylpiperazin-1-yl)methyl)hexanoic acid NC(C(=O)O)(CCCCB(O)O)CN1CCN(CC1)C